6-chloro-N-{(1R)-1-[3-(difluoromethyl)-2-fluorophenyl]ethyl}-2-methylpyrido[3,4-d]pyrimidin-4-amine ClC1=CC2=C(N=C(N=C2N[C@H](C)C2=C(C(=CC=C2)C(F)F)F)C)C=N1